trimesic acid tri(2-methylcyclohexylamide) CC1C(CCCC1)NC(C1=CC(C(=O)NC2C(CCCC2)C)=CC(C(=O)NC2C(CCCC2)C)=C1)=O